CC1COC=2C1=C(C=CC2)O 3-methyl-2,3-dihydrobenzofuran-4-ol